QUINOLINE-7-BORONIC ACID N1=CC=CC2=CC=C(C=C12)B(O)O